FC1=C(C(=CC=C1)F)N=C=S 1,3-difluoro-2-isothiocyanato-benzene